O[C@@H](C(=O)O)[C@H](C(NCCCCC1=CC=CC=C1)=O)O (2R,3R)-2,3-dihydroxy-4-oxo-4-((4-phenylbutyl)amino)butanoic acid